NC1=NNC2=C1C(=NC=C2C2=NC=C(C=C2)OCCOC)C2=CC=C(CNC(C1=C(C=CC(=C1)F)OC)=O)C=C2 N-(4-(3-amino-7-(5-(2-methoxyethoxy)pyridin-2-yl)-1H-pyrazolo[4,3-c]pyridin-4-yl)benzyl)-5-fluoro-2-methoxybenzamide